ClC1=C(C=CC(=C1)Cl)C[C@H](C[C@@H]([C@H](C(C)(C)C)O)N1N=CNC1=S)C 2-[(2R,4S,5S)-1-(2,4-dichloro-phenyl)-5-hydroxy-2,6,6-trimethylheptan-4-yl]-2,4-dihydro-3H-1,2,4-triazole-3-thione